(R)-N-(1-cyclobutylpiperidin-3-yl)-2-(8-isopropyl-5-oxothieno[3',2':4,5]pyrrolo[1,2-d][1,2,4]triazin-6(5H)-yl)acetamide formate salt C(=O)O.C1(CCC1)N1C[C@@H](CCC1)NC(CN1N=C(N2C(C1=O)=CC1=C2SC=C1)C(C)C)=O